8-(2,3,5-trifluorophenyl)-1,5-naphthyridine-3-carboxamide FC1=C(C=C(C=C1F)F)C=1C=CN=C2C=C(C=NC12)C(=O)N